3-[3-(2-Chloro-6-methyl-4-pyridyl)-5-[[(2S)-2-hydroxypropyl]amino]pyrazolo[1,5-a]pyrimidin-2-yl]benzonitrile ClC1=NC(=CC(=C1)C=1C(=NN2C1N=C(C=C2)NC[C@H](C)O)C=2C=C(C#N)C=CC2)C